(ethylsulfinyl)ethane C(C)S(=O)CC